3-(6-(4-methylisoindoline-2-carbonyl)benzo[d]oxazol-2-yl)piperidine-2,6-dione CC1=C2CN(CC2=CC=C1)C(=O)C1=CC2=C(N=C(O2)C2C(NC(CC2)=O)=O)C=C1